tert-butyl (2-(2-(1-chloro-2-hydroxyethyl)-6-fluorophenyl)-2-hydroxy ethyl)(methyl)carbamate ClC(CO)C1=C(C(=CC=C1)F)C(CN(C(OC(C)(C)C)=O)C)O